C1(=CC=CC=C1)P(C1=CC=CC=2C(C3=CC=CC(=C3OC12)P(C1=CC=CC=C1)C1=CC=CC=C1)(C)C)C1=CC=CC=C1 4,5-Bis(diphenyl-phosphino)-9,9-dimethylxanthene